3-(4-(1-n-propoxyethoxy)phenyl)propionic acid C(CC)OC(C)OC1=CC=C(C=C1)CCC(=O)O